(R)-4-(2-amino-1-methoxyethyl)benzene-1,2-diol hydrochloride Cl.NC[C@H](OC)C=1C=C(C(=CC1)O)O